CC1=CC=C(C=C1)C([N+]#[C-])S(=O)(=O)C2=CC=C(C=C2)C 1-P-TOLYL-1-TOSYLMETHYL ISOCYANIDE